CN(CCN(C1=CC(=C(C=C1[N+](=O)[O-])NC1=NC=C(C(=N1)C=1C=C(C2=C(N(C(=N2)C)C(C)C)C1)F)C#N)OC)C)C 2-((4-((2-(dimethylamino)ethyl)(methyl)amino)-2-methoxy-5-nitrophenyl)amino)-4-(4-fluoro-1-isopropyl-2-methyl-1H-benzo[d]imidazole-6-yl)pyrimidin-5-carbonitrile